NC=1C=2N(C3=CC(=C(C=C3N1)F)C(=O)N(C)CC=1SC=C(N1)C=1C=NN(C1)C(F)F)C=NC2 4-amino-N-((4-(1-(difluoromethyl)-1H-pyrazol-4-yl)thiazol-2-yl)methyl)-7-fluoro-N-methylimidazo[1,5-a]quinoxaline-8-carboxamide